trans-(3RS,4RS)-4-(pyridin-2-yldisulfanyl)tetrahydropyran-3-ol N1=C(C=CC=C1)SS[C@H]1[C@@H](COCC1)O |r|